3,5-di-tert-butyl-4-hydroxyphenylpropionylhexamethylenediamide C(C)(C)(C)C=1C=C(C=C(C1O)C(C)(C)C)CCC(=O)[N-]CCCCCC[NH-]